ClC1=C(C=CC=C1)CC(=O)N1CCC2=CC(=CC(=C12)F)C1=CC(=NC=C1)NC1=CC=NN1C 2-(2-chlorophenyl)-1-(7-fluoro-5-(2-((1-methyl-1H-pyrazol-5-yl)amino)pyridin-4-yl)indolin-1-yl)ethan-1-one